2-phenyl-5-(m-chlorophenyl)-1H-imidazole-4-carboxylic acid methyl ester COC(=O)C=1N=C(NC1C1=CC(=CC=C1)Cl)C1=CC=CC=C1